4-[(tert-Butoxycarbonylamino)methyl]benzoic acid methyl ester COC(C1=CC=C(C=C1)CNC(=O)OC(C)(C)C)=O